(2S,4R)-1-(2-(3-Acetyl-5-(3a,4,5,6,7,7a-hexahydrobenzo[d]thiazol-2-yl)-1H-indazol-1-yl)acetyl)-N-(6-bromopyridin-2-yl)4-fluoropyrrolidine-2-carboxamide C(C)(=O)C1=NN(C2=CC=C(C=C12)C=1SC2C(N1)CCCC2)CC(=O)N2[C@@H](C[C@H](C2)F)C(=O)NC2=NC(=CC=C2)Br